CC1=C(C=C(C#N)C=C1)[C@]1(C[C@@H]2[C@H](N(OC2(C)C)C)[C@H](C1)C)C |o1:9,11,12,19| rel-4-methyl-3-((3aR,5R,7S,7aR)-1,3,3,5,7-pentamethyloctahydro-benzo[c]isoxazol-5-yl)benzonitrile